BrC=1C=C2C(=NC(=NC2=C2C1N(N=C2)C)C)Cl 6-bromo-4-chloro-2,7-dimethyl-7H-pyrazolo[3,4-h]quinazoline